CC1=CC=CC=C1S(=O)(=O)O 6-methylbenzenesulfonic acid